FC1=C(N=CC2=C1N=C(N=C2N2CC=1N(CC(C2)O)N=CC1)OCC12CCCN2CCC1)C1=CC=CC2=CC=CC(=C12)F 5-(8-fluoro-7-(8-fluoronaphthalen-1-yl)-2-((hexahydro-1H-pyrrolizin-7a-yl)methoxy)pyrido[4,3-d]pyrimidin-4-yl)-5,6,7,8-tetrahydro-4H-pyrazolo[1,5-a][1,4]diazepin-7-ol